C(C)OC(CC1CN(CC1)C1=C(C=C(C=C1F)C1=NC(=CN=C1)OCC)F)=O {1-[4-(6-ethoxy-pyrazin-2-yl)-2,6-difluoro-phenyl]-pyrrolidin-3-yl}-acetic acid ethyl ester